(E)-3-(2-(5-bromo-1H-indol-3-yl)-2-cyanovinyl)-4-methoxybenzonitrile BrC=1C=C2C(=CNC2=CC1)\C(=C/C=1C=C(C#N)C=CC1OC)\C#N